1-(2-bromo-5-nitro-phenyl)ethanone BrC1=C(C=C(C=C1)[N+](=O)[O-])C(C)=O